C(CCCCCCCCCCCCCCCCCCCCCCCCCCCCC)OCCCCCCCCCCCCCCCCCCCCCCCC n-tetracosyl triacontyl ether